(R)-1-(7-(8-ethynyl-7-fluoro-3-(2-hydroxypropan-2-yl)naphthalen-1-yl)-8-fluoro-4-(methyl(piperidin-2-ylmethyl)amino)pyrido[4,3-d]pyrimidin-2-yl)-4-methylpiperidin-4-ol C(#C)C=1C(=CC=C2C=C(C=C(C12)C1=C(C=2N=C(N=C(C2C=N1)N(C[C@@H]1NCCCC1)C)N1CCC(CC1)(O)C)F)C(C)(C)O)F